2-hydroxyethyl (R)-1-((4'-(1,1,1,3,3,3-hexafluoro-2-hydroxypropan-2-yl)-2-methyl-[1,1'-biphenyl]-4-yl)methyl)-4-(pyridin-4-ylmethyl)piperazine-2-carboxylate FC(C(C(F)(F)F)(O)C1=CC=C(C=C1)C1=C(C=C(C=C1)CN1[C@H](CN(CC1)CC1=CC=NC=C1)C(=O)OCCO)C)(F)F